4-hydroxy-3-phenyl-2(5H)-furanone OC1=C(C(OC1)=O)C1=CC=CC=C1